C(#N)C1=C(C=CC=C1)SC=1C=2N(C=C(C1)C=1C=NN(C1)[C@H]1CNC(C1)(C)C)N=CC2C#N (R)-4-((2-cyanophenyl)thio)-6-(1-(5,5-dimethylpyrrolidin-3-yl)-1H-pyrazol-4-yl)pyrazolo[1,5-a]pyridine-3-carbonitrile